N1=C2C(=CC(=C1)CC1(CCN(CC1)C(=O)C=1C(=NC=CC1)C1=NC=NC=C1)F)CCC2 (4-((6,7-dihydro-5H-cyclopenta[b]pyridin-3-yl)methyl)-4-fluoropiperidin-1-yl)(2-(pyrimidin-4-yl)pyridin-3-yl)methanone